(1S,3R)-2-(2,2-Difluoroethyl)-1-(5-((1-(3-fluoropropyl)azetidin-3-yl)methyl)thiophen-2-yl)-3-methyl-2,3,4,9-tetrahydro-1H-pyrido[3,4-b]indole FC(CN1[C@@H](C=2NC3=CC=CC=C3C2C[C@H]1C)C=1SC(=CC1)CC1CN(C1)CCCF)F